(2,4-dimethyl-phenyl)-(2-ethyl-hexyl)-phenyl-amine CC1=C(C=CC(=C1)C)N(C1=CC=CC=C1)CC(CCCC)CC